7-(6-(4,4-difluoropiperidine-1-carbonyl)-1,1a,2,7b-tetrahydro-3H-cyclopropa[c][1,8]naphthyridin-3-yl)quinazolin-4(3H)-one FC1(CCN(CC1)C(=O)C1=CC=2C3C(CN(C2N=C1)C1=CC=C2C(NC=NC2=C1)=O)C3)F